[Cl-].C(CCCCCCCCCCC)[N+](CCC[Si](OCC)(OCC)OCC)(C)C dodecyl-dimethyl-[3-(triethoxysilyl)propyl]ammonium chloride